3,4-dihydro-6H-pyran O1CCCCC1